C(CCCC=CCCCCCC)C(O)(C[N+](C)(C)C)CC([O-])=O 5-dodecenyl-carnitine